(R)-2-(5-(1-phenyl-2,3-dihydro-1H-benzo[d]pyrrolo[1,2-a]imidazol-7-yl)pyrimidin-2-yl)propan-2-ol [2-[[[2-(4-phenylphenoxy)acetyl]hydrazinylidene]methyl]phenyl]acetate C1(=CC=CC=C1)C1=CC=C(OCC(=O)NN=CC2=C(C=CC=C2)CC(=O)OC(C)(C)C2=NC=C(C=N2)C2=CC3=C(N=C4N3[C@H](CC4)C4=CC=CC=C4)C=C2)C=C1